5-propargylaminouracil C(C#C)NC=1C(NC(NC1)=O)=O